4,4'-bifurazan O1N=CC(=N1)C=1C=NON1